1-Hydroxypropyltributylammonium hydroxide [OH-].OC(CC)[N+](CCCC)(CCCC)CCCC